FC(C)(F)C=1C(=NC=CC1)CN1C(C(=CC2=CC=C(N=C12)C)C1CCC(CC1)C=1C(=NC=CC1C)F)=O 1-{[3-(1,1-Difluoroethyl)-2-pyridyl]methyl}-7-methyl-3-[(1r,4r)-4-(2-fluoro-4-methyl-3-pyridyl)cyclohexyl]-1,8-diaza-2(1H)-naphthalenone